OC1(CCC2(CN(C2)C(=O)OC(C)(C)C)CC1)C1=CC(=CC=C1)C(C)C tert-Butyl 7-hydroxy-7-(3-isopropylphenyl)-2-azaspiro[3.5]nonane-2-carboxylate